N[C@H](C=1OC2=C(N1)C=C(C=C2)[C@@H](COC)NC(CCC(F)(F)F)=O)C2CCC(CC2)(F)F |o1:11| N-(1-(2-((S)-amino(4,4-difluorocyclohexyl)methyl)benzo[d]oxazol-5-yl)-(S or R)-2-methoxyethyl)-4,4,4-trifluoro-butanamide